N-(methyl-d3)-5-(4-((3-oxo-2-propyl-4H-quinoxalin-6-yl)methyl)piperazin-1-yl)pyridine-2-carboxamide C(NC(=O)C1=NC=C(C=C1)N1CCN(CC1)CC=1C=C2NC(C(=NC2=CC1)CCC)=O)([2H])([2H])[2H]